COC(=O)C=1N(C=CC(C1OCC1=CC=CC=C1)=O)NC(=O)OC(C)(C)C 3-(benzyloxy)-1-((tert-butoxycarbonyl)amino)-4-oxo-1,4-dihydropyridine-2-carboxylic acid methyl ester